4-(6-carbamoyl-1-methyl-1H-indazol-4-yl)-2-((4-((2-(dimethylamino)ethyl)(methyl)amino)-2-methoxy-5-nitrophenyl)amino)pyrimidine-5-carboxylic acid isopropyl ester C(C)(C)OC(=O)C=1C(=NC(=NC1)NC1=C(C=C(C(=C1)[N+](=O)[O-])N(C)CCN(C)C)OC)C1=C2C=NN(C2=CC(=C1)C(N)=O)C